NC1=C(C=2C(=NC=C(C2S1)F)C=1C2=C(C=3C=NC(=NC3C1F)N1CC(C1)C1(CC1)N(C)C)COC2)C#N 2-Amino-4-(3-(3-(1-(dimethylamino)cyclopropyl)azetidin-1-yl)-5-fluoro-7,9-dihydrofuro[3,4-f]quinazolin-6-yl)-7-fluorothieno[3,2-c]pyridine-3-carbonitrile